N=1C=CN2C1N=CC(=C2)C=2C=CN1N=C(N=C(C12)OC)NC1CCC(CC1)(C#N)C (1s,4s)-4-((5-(imidazo[1,2-a]pyrimidin-6-yl)-4-methoxypyrrolo[2,1-f][1,2,4]triazin-2-yl)amino)-1-methylcyclohexane-1-carbonitrile